isopropyl (5-(2-aminobenzo[d]thiazol-6-yl)-2-methylpyridin-3-yl)carbamate NC=1SC2=C(N1)C=CC(=C2)C=2C=C(C(=NC2)C)NC(OC(C)C)=O